tert-Butyl 3-(2-oxo-3H-1,3-benzoxazol-6-yl)piperidine-1-carboxylate O=C1OC2=C(N1)C=CC(=C2)C2CN(CCC2)C(=O)OC(C)(C)C